NC1CC(C1)CNC1=NN(C(=C1)C1=CC(=C(C#N)C=C1)F)C1=CC=C(C=C1)OC 4-(3-((((1r,3r)-3-aminocyclobutyl)methyl)amino)-1-(4-methoxyphenyl)-1H-pyrazol-5-yl)-2-fluorobenzonitrile